4-bromo-2-(4-chloro-2-fluorophenyl)-2-methylbenzo[d][1,3]diazole BrC1=CC=CC2=NC(N=C21)(C)C2=C(C=C(C=C2)Cl)F